CN1N=CC=2C1=NC=C(C2)OC2=C(C=C(C=C2)[N+](=O)[O-])C 1-methyl-5-(2-methyl-4-nitrophenyloxy)-1H-pyrazolo[3,4-b]pyridine